BrC=1C=2N(C=C(C1)OCC(C)(C)O)N=C(C2C#N)F 4-bromo-2-fluoro-6-(2-hydroxy-2-methylpropoxy)pyrazolo[1,5-a]Pyridine-3-carbonitrile